2-chloro-N3-methyl-N5-(6-((3-methyloxetan-3-yl)methoxy)isoquinolin-1-yl)pyridine-3,5-diamine ClC1=NC=C(C=C1NC)NC1=NC=CC2=CC(=CC=C12)OCC1(COC1)C